FC=1C(=C(C=CC1)OC(=O)C=1CC2=C(NC1CF)COC2=O)[C@@H](C)F (3-fluoro-2-((R)-1-fluoroethyl)phenyl)-2-(fluoromethyl)-5-oxo-1,4,5,7-tetrahydrofuro[3,4-b]pyridine-3-carboxylate